S1C2=C(C=C1C(=O)[O-])C=CC=C2 benzo-[b]thiophen-2-carboxylat